CC1(C(C=CC=C1)O)C 2,2-dimethylphenol